N,N-diethyl-4,6,6a,7,8,9-hexahydroindolo[4,3-fg]quinoline-9-carboxamide C(C)N(C(=O)C1CNC2CC=3C4=C(C2=C1)C=CC=C4NC3)CC